(7-(4-(4-(benzo[b]thiophen-4-yl)piperazin-1-yl)butoxy)-2-oxoquinolin-1(2H)-yl)methyl 4-heptanamidobutanoate C(CCCCCC)(=O)NCCCC(=O)OCN1C(C=CC2=CC=C(C=C12)OCCCCN1CCN(CC1)C1=CC=CC=2SC=CC21)=O